P(=O)(OCCCC)(OCCl)[O-] butyl (chloromethyl) phosphate